(1R)-2-fluoro-5-(5-(3-fluoro-1H-pyrazol-1-yl)-2-phenyl-3H-imidazo[4,5-b]pyridin-3-yl)-2,3-dihydro-1H-inden-1-amine FC1[C@@H](C2=CC=C(C=C2C1)N1C(=NC=2C1=NC(=CC2)N2N=C(C=C2)F)C2=CC=CC=C2)N